1-(4-(((3R,6S)-1-Acryloyl-6-methylpiperidin-3-yl)amino)-7H-pyrrolo[2,3-d]pyrimidin-7-yl)-5-((R)-1,2-dithiolan-3-yl)pentan-1-one C(C=C)(=O)N1C[C@@H](CC[C@@H]1C)NC=1C2=C(N=CN1)N(C=C2)C(CCCC[C@H]2SSCC2)=O